(S)-3-(8'-oxo-6',8'-dihydro-2'H-spiro[piperidine-4,3'-[1,4]oxazino[2,3-f]isoindol]-7'(4'H)-yl)piperidine-2,6-dione O=C1N(CC=2C=C3C(=CC12)OCC1(N3)CCNCC1)[C@@H]1C(NC(CC1)=O)=O